5-(2,3-dimethylphenyl)-6-methoxy-3-(1-(pyridin-2-ylmethyl)-1H-pyrazol-4-yl)-1H-pyrazolo[4,3-b]pyridine CC1=C(C=CC=C1C)C1=C(C=C2C(=N1)C(=NN2)C=2C=NN(C2)CC2=NC=CC=C2)OC